tert-Butyl 5-(4-(3-(2,6-difluoro-3-(propylsulfonamido)benzoyl)-1H-pyrrolo[2,3-b]pyridin-5-yl)phenyl)-5-oxopentanoate FC1=C(C(=O)C2=CNC3=NC=C(C=C32)C3=CC=C(C=C3)C(CCCC(=O)OC(C)(C)C)=O)C(=CC=C1NS(=O)(=O)CCC)F